C(C)(C)(C)OC(=O)N1C2CN(CC1C2)C[C@H]2[C@@H](C2)C(NC=2C=C1C(=CN2)N(C(=C1)C=1C(=NC=CC1OC)OC)C)=O 3-{[trans-2-{[2-(2,4-dimethoxypyridin-3-yl)-1-methylpyrrolo[2,3-c]pyridin-5-yl]carbamoyl}cyclopropyl]methyl}-3,6-diazabicyclo[3.1.1]heptane-6-carboxylic acid tert-butyl ester